ethyl 1-(4-(2-cyanopropan-2-yl)benzyl)-5-methyl-1H-pyrazole-4-carboxylate C(#N)C(C)(C)C1=CC=C(CN2N=CC(=C2C)C(=O)OCC)C=C1